N-(5-chloro-4-(trifluoromethyl)pyridin-2-yl)-1,3-thiazole-5-carboxamide ClC=1C(=CC(=NC1)NC(=O)C1=CN=CS1)C(F)(F)F